maleic acid, isocyanate C(\C=C/C(=O)N=C=O)(=O)N=C=O